2-octylcyclohexane C(CCCCCCC)C1CCCCC1